CN(C)CC1=C(C=CC=C1)C1=CC=C(S1)C(C)NC1=NC(=NC2=CC=C(C=C12)N1CC(CC1)N(C)C)C N-[1-(5-{2-[(dimethylamino)methyl]phenyl}thiophen-2-yl)ethyl]-6-[3-(dimethylamino)pyrrolidin-1-yl]-2-methylquinazolin-4-amine